(4-((4,4-difluorocyclohexyl)amino)-6-methylpyrimidin-2-yl)methanol FC1(CCC(CC1)NC1=NC(=NC(=C1)C)CO)F